CN(O)C(CCCCCCCCC)=O N-methyl-decanohydroxamic acid